2-(3-chloro-7-((2S,5R)-2,5-dimethyl-4-((R)-1-(quinoxalin-6-yl)ethyl)piperazin-1-yl)-4-methyl-5-oxo-4,5-dihydro-2H-pyrazolo[4,3-b]pyridin-2-yl)acetonitrile ClC=1N(N=C2C1N(C(C=C2N2[C@H](CN([C@@H](C2)C)[C@H](C)C=2C=C1N=CC=NC1=CC2)C)=O)C)CC#N